(3R,4R)-4-(((3-Isopropyl-7-((thiazol-2-ylmethyl)amino)pyrazolo[1,5-a]pyrimidin-5-yl)amino)methyl)piperidin-3-ol C(C)(C)C=1C=NN2C1N=C(C=C2NCC=2SC=CN2)NC[C@@H]2[C@H](CNCC2)O